C(C)(C)(C)S(=O)(=O)N (S)-(-)-tertbutyl-sulfonamide